3-((4-(5-chloro-3-fluoro-1-(((S)-morpholin-2-yl)methyl)-1H-indazol-7-yl)pyrrolo[2,1-f][1,2,4]triazin-6-yl)methyl)-6,6-dimethyl-3-azabicyclo[3.1.0]hexane-2,4-dione hydrochloride Cl.ClC=1C=C2C(=NN(C2=C(C1)C1=NC=NN2C1=CC(=C2)CN2C(C1C(C1C2=O)(C)C)=O)C[C@@H]2CNCCO2)F